FC1=C(C(=C(C(=C1[B-](C1=C(C(=C(C(=C1F)F)F)F)F)(C1=C(C(=C(C(=C1F)F)F)F)F)C1=C(C(=C(C(=C1F)F)F)F)F)F)F)F)F.C(C)(C)(C)C1=C(C=CC=C1)[S+](C1=C(C=CC=C1)C(C)(C)C)C1=C(C=CC=C1)C(C)(C)C tris(tert-butylphenyl)sulfonium tetrakis(pentafluorophenyl)borate